C1(CC1)CCC1=CC=C(C=C1)C1=NOC(=N1)CC(C(=O)O)=C ((3-(4-(2-Cyclopropylethyl)phenyl)-1,2,4-oxadiazol-5-yl)methyl)acrylic acid